C1(C=CC(N1C=1C=C(C=C(C1)C(=O)O)C(=O)O)=O)=O 5-maleimidobenzene-1,3-dicarboxylic acid